COC1=CC=C(C=C1)CN(C1=NC(=C(C(=N1)OC)OC(C(C)C)O)OC)CC1=CC=C(C=C1)OC [2-[bis[(4-methoxyphenyl)methyl]amino]-4,6-dimethoxy-pyrimidin-5-yl]oxy-2-methyl-propan-1-ol